4-[2-(cyclopropylmethoxy)-5-(ethylsulfonyl)phenyl]-6-methyl-1,6-dihydro-7H-pyrazolo[3,4-c]pyridin-7-one C1(CC1)COC1=C(C=C(C=C1)S(=O)(=O)CC)C=1C2=C(C(N(C1)C)=O)NN=C2